8-(4-methoxyphenyl)octanal COC1=CC=C(C=C1)CCCCCCCC=O